11-(5-((3,5-dichloropyridin-4-yl)carbamoyl)-2-(difluoromethoxy)phenoxy)undecanoic acid ClC=1C=NC=C(C1NC(=O)C=1C=CC(=C(OCCCCCCCCCCC(=O)O)C1)OC(F)F)Cl